C(C1=CC=CC=C1)OC1=C(C=CC=C1)C1=C(C=C(C=C1)C[C@]1(C[C@H](CC1)NS(=O)(=O)C)C(=O)N)F (1R,3S)-1-((2'-(benzyloxy)-2-fluoro-[1,1'-biphenyl]-4-yl)methyl)-3-(methylsulfonamido)cyclopentane-1-carboxamide